4-(4-fluoro-3-(1-(5-fluoropyridin-2-yl)-4-oxido-1,4-azaphosphinan-4-yl)benzyl)phthalazin-1(2H)-one FC1=C(C=C(CC2=NNC(C3=CC=CC=C23)=O)C=C1)P1(CCN(CC1)C1=NC=C(C=C1)F)=O